2-{3-[(3R,5S)-3-ethyl-5-methylpiperazin-1-yl]-1,2,4-triazin-6-yl}-5-(5-fluoro-1H-pyrazol-4-yl)phenol C(C)[C@@H]1CN(C[C@@H](N1)C)C=1N=NC(=CN1)C1=C(C=C(C=C1)C=1C=NNC1F)O